FC=1C(=NC2=CC=CC=C2C1)OCC1=CC=CC=C1 fluorobenzoxyquinoline